CN1CC2CN(CC(C1)O2)C=2C=CC=1N(C2)N=C(N1)C1=C2C=C(N=CC2=C(N=C1)NC)NC(=O)C1CC1 N-(5-(6-(7-methyl-9-oxa-3,7-diazabicyclo[3.3.1]nonan-3-yl)-[1,2,4]triazolo[1,5-a]pyridin-2-yl)-8-(methylamino)-2,7-naphthyridin-3-yl)cyclopropanecarboxamide